6-hydroxylup-20(29)-en-3-one CC(=C)C1CCC2(C1C3CCC4C5(CCC(=O)C(C5C(CC4(C3(CC2)C)C)O)(C)C)C)C